C[Sn](C1=CC=C(C=C1)CCCC(=O)O)(C)C 4-[4-(trimethylstannyl)phenyl]butanoic acid